BrC1=NC(=CC=C1)C1=NN=CN1C1CC1 2-bromo-6-(4-cyclopropyl-1,2,4-triazole-3-yl)pyridine